NC1=NC=C(C2=C1C(=NN2CC)C2=CC(=C(C=C2F)NS(=O)(=O)C2=C(C=CC=C2)F)F)C2CCC(CC2)NC2COC2 N-(4-(4-amino-1-ethyl-7-((1r,4r)-4-(oxetan-3-ylamino)cyclohexyl)-1H-pyrazolo[4,3-c]pyridin-3-yl)-2,5-difluorophenyl)-2-fluorobenzenesulfonamide